1-methyl-3-methylimidazole Chloride [Cl-].CN1CN(C=C1)C